Diphenyl-[4-(triphenylsilyl)phenyl]phosphin oxide C1(=CC=CC=C1)P(C1=CC=C(C=C1)[Si](C1=CC=CC=C1)(C1=CC=CC=C1)C1=CC=CC=C1)(C1=CC=CC=C1)=O